3-(((S)-oxetan-2-yl)methyl-3H-imidazo[4,5-c]pyridin-6-yl)-5-(trifluoromethyl)-1,2,4-oxadiazol O1[C@H](CC1)CC1=NC2=C(C=NC(=C2)C2=NOC(=N2)C(F)(F)F)N1